FC1=CC=C(C=C1)C=1C=C2C(=C(C(N(C2=NC1)CCC1CCOCC1)=O)C(=O)NC1CC2(CC2)C1)O 6-(4-fluorophenyl)-4-hydroxy-2-oxo-N-(spiro[2.3]hexan-5-yl)-1-(2-(tetrahydro-2H-pyran-4-yl)ethyl)-1,2-dihydro-1,8-naphthyridine-3-carboxamide